[Cl-].ClC/1=C(CCC\C1=C/NC1=CC=CC=C1)\C=[NH+]\C1=CC=CC=C1 (E)-N-(((E)-2-chloro-3-((phenylamino)methylene)cyclohex-1-enyl)methylene)benzeneaminium chloride